C(C1=CC=CC=C1)[C@H](C)\C=C\[C@H](CC(C)C)NC(=O)OC(C)(C)C (2S,5S,E)-2-benzyl-5-((tert-butoxycarbonyl)amino)-7-methyloct-3-ene